CN1C=NC2=C1C=NC=C2C(=O)O 3-methyl-3H-imidazo[4,5-c]pyridine-7-carboxylic acid